ClC=1C=C(C(=NC1)CN1CCN(CC1)C1=C(C(=CC(=C1)CC(C)C)F)C=1N=NNN1)F 1-[(5-chloro-3-fluoro-2-pyridyl)-methyl]-4-[3-fluoro-5-isobutyl-2-(2H-tetrazol-5-yl)phenyl]piperazine